COC(=O)C1=NC=C2N1C=CC(=C2)Br 7-bromoimidazo[1,5-a]pyridine-3-carboxylic acid methyl ester